(5-amino-8-cyclopropylquinolin-6-yl)-[5-fluoro-2-(oxan-2-yl)indazol-4-yl]methanone NC1=C2C=CC=NC2=C(C=C1C(=O)C=1C2=CN(N=C2C=CC1F)C1OCCCC1)C1CC1